(4-fluoropiperidin-1-yl)(1-(pyrazin-2-yl)-2-(trifluoromethyl)-1,2,3,4-tetrahydroquinolin-6-yl)methanone FC1CCN(CC1)C(=O)C=1C=C2CCC(N(C2=CC1)C1=NC=CN=C1)C(F)(F)F